O-methyl-N-((2-methyl-2H-tetrazol-5-yl)methyl)hydroxylamine CONCC=1N=NN(N1)C